NC=1N=C(SC1C(=O)C1=CC=NC=C1)NC1=CC(=C(C=C1)F)F [4-amino-2-(3,4-difluoroanilino)-1,3-thiazol-5-yl](pyridin-4-yl)methanone